FC1=CC(=C(C=C1CC1=NNC(C2=CC=CC=C12)=O)C1=CC2=C(NC(=N2)NC(OC)=O)C=C1)OC Methyl (5-(4-fluoro-2-methoxy-5-((4-oxo-3,4-dihydrophthalazin-1-yl)methyl) phenyl)-1H-benzoimidazol-2-yl)carbamate